trans-2-(R)-(4-(adamantan-1-ylmethoxy)-5-chloro-2-fluorophenyl)sulfinylcyclopentanecarboxylic acid C12(CC3CC(CC(C1)C3)C2)COC2=CC(=C(C=C2Cl)S(=O)[C@H]2[C@@H](CCC2)C(=O)O)F